ClC1=CC2=C(C=N1)C(=NN2C2=NC(=CC=C2)C(C)(F)F)N2C[C@H](CC2)N(C)C (S)-1-(6-chloro-1-(6-(1,1-difluoroethyl)pyridin-2-yl)-1H-pyrazolo[4,3-c]pyridin-3-yl)-N,N-dimethylpyrrolidin-3-amine